5,7-di-tert-butyl-2-(4-ethynylphenyl)benzo[d]oxazole C(C)(C)(C)C=1C=C(C2=C(N=C(O2)C2=CC=C(C=C2)C#C)C1)C(C)(C)C